3-(2-ethoxy-2-oxo-ethyl)pyrrolidine-1-carboxylic acid tert-butyl ester C(C)(C)(C)OC(=O)N1CC(CC1)CC(=O)OCC